C(C)(=O)N1CCN(CC1)C1=C(C#N)C=C(C(=N1)C)N1C(N(C=2C=NC=3C=CC(=CC3C21)C2=CC=C(C=C2)Cl)C)=N 2-(4-Acetylpiperazin-1-yl)-5-(8-(4-chlorophenyl)-2-imino-3-methyl-2,3-dihydro-1H-imidazo[4,5-c]quinolin-1-yl)-6-methylnicotinonitrile